(R or S)-1-((3-(2-(5-fluoro-thiophen-2-yl)ethyl)-1-(2-(6-methylpyridin-3-yl)propan-2-yl)pyrrolidin-3-yl)methyl)piperidin-2-one FC1=CC=C(S1)CC[C@@]1(CN(CC1)C(C)(C)C=1C=NC(=CC1)C)CN1C(CCCC1)=O |o1:8|